Methyl 4-[7-(difluoromethyl)-6-(1-methylpyrazol-4-yl)-3,4-dihydro-2H-quinolin-1-yl]-6-(4-piperidinyl)isoindoline-2-carboxylate FC(C1=C(C=C2CCCN(C2=C1)C1=C2CN(CC2=CC(=C1)C1CCNCC1)C(=O)OC)C=1C=NN(C1)C)F